(S)-2-(1-hydroxyethyl)pyrrolidine-1-carboxylic acid tert-butyl ester C(C)(C)(C)OC(=O)N1[C@@H](CCC1)C(C)O